The molecule is an unbranched alkane containing six carbon atoms. It has a role as a non-polar solvent and a neurotoxin. It is an alkane and a volatile organic compound. CCCCCC